CN(CC(=O)C1=CC(=C2CNC(C2=C1)=O)C(F)(F)F)C 6-[2-(dimethylamino)acetyl]-4-(trifluoromethyl)-2,3-dihydro-isoindol-1-one